N-[(1R)-1-[3-amino-5-(trifluoromethyl)phenyl]ethyl]-1-[2-fluoro-5-(3-methyltriazole-4-yl)phenyl]-6-oxo-pyridazine-3-carboxamide NC=1C=C(C=C(C1)C(F)(F)F)[C@@H](C)NC(=O)C1=NN(C(C=C1)=O)C1=C(C=CC(=C1)C=1N(N=NC1)C)F